N-[4-chloro-2-[[(1S)-3-(methylamino)-1-[[(3S,5R)-5-methyl-2-oxo-pyrrolidin-3-yl]methyl]-2,3-dioxo-propyl]carbamoyl]phenyl]-6-(trifluoromethyl)pyridine-2-carboxamide ClC1=CC(=C(C=C1)NC(=O)C1=NC(=CC=C1)C(F)(F)F)C(N[C@H](C(C(=O)NC)=O)C[C@H]1C(N[C@@H](C1)C)=O)=O